OC1=C(C(=O)N)C(=C(C=C1)S(=O)C)C 2-hydroxy-5-methanesulfinyl-6-methyl-benzamide